ClC=1C2=C(N=CN1)N(C=C2)C2C(C(CC2)(O)C)O 3-(4-chloro-7H-pyrrolo[2,3-d]pyrimidin-7-yl)-1-methylcyclopentane-1,2-diol